C(C)N1C(C2=NC(=CC=C2C1)N(C(C#CC)=O)C1=C(C=C(C(=C1)C)I)C(C)C)=O N-{6-ethyl-7-oxo-5H-pyrrolo[3,4-b]pyridin-2-yl}-N-(4-iodo-2-isopropyl-5-methylphenyl)but-2-ynamide